4-((R)-1-(3-amino-5-(trifluoromethyl)phenyl)ethylamino)-7-(3-fluoro-8-azabicyclo[3.2.1]octan-8-yl)-N,N,2-trimethylpyrido[2,3-d]pyrimidine-6-carboxamide NC=1C=C(C=C(C1)C(F)(F)F)[C@@H](C)NC=1C2=C(N=C(N1)C)N=C(C(=C2)C(=O)N(C)C)N2C1CC(CC2CC1)F